C(#C)[C@]1([C@H](C[C@H](O1)N1C(NC(C(=C1)F)=O)=O)O)CO 1-((2S,4S,5R)-5-ethynyl-4-hydroxy-5-(hydroxymethyl)tetrahydrofuran-2-yl)-5-fluoropyrimidine-2,4(1H,3H)-dione